5-(4-methoxyphenyl)-1,3,3,5,7-pentamethyloctahydrobenzo[c]isoxazole COC1=CC=C(C=C1)C1(CC2C(N(OC2(C)C)C)C(C1)C)C